C(#N)C1=CC(=C(C(=C1)C)C1=CN=C(C(=N1)NC(=S)N[C@H]1CNC[C@H](C1)O)O)O 1-[6-(4-cyano-2-hydroxy-6-methyl-phenyl)-3-hydroxy-pyrazin-2-yl]-3-[(3R,5S)-5-hydroxy-3-piperidyl]thiourea